(2R,3R)-1-(6-chloro-4-isopropyl-2,7-naphthyridin-1-yl)-2-methylazetidin-3-ol ClC=1C=C2C(=CN=C(C2=CN1)N1[C@@H]([C@@H](C1)O)C)C(C)C